CN(CCCN(CCCN(C)C)CC(C)O)C bis(3-dimethylaminopropyl)amino-2-propanol